2-(4-chloro-1-isopropyl-1H-pyrazol-5-yl)-4-(4-(1-ethyl-4-(trifluoromethyl)-1H-imidazol-2-yl)-3-fluorobenzyl)-6-methyl-6,7-dihydro-[1,2,4]triazolo[1,5-a]pyrimidin-5(4H)-one ClC=1C=NN(C1C1=NN2C(N(C(C(C2)C)=O)CC2=CC(=C(C=C2)C=2N(C=C(N2)C(F)(F)F)CC)F)=N1)C(C)C